ClC1=CC=C(S1)CNC1=CC(=NN1C(C(C)(C)C)=O)C1CCN(CC1)CC(F)(F)F 1-(5-[(5-chlorothiophen-2-yl)methyl]amino-3-[1-(2,2,2-trifluoroethyl)piperidin-4-yl]-1H-pyrazol-1-yl)-2,2-dimethylpropan-1-one